(2R)-N-(2-{1-[(3-cyanophenyl)methyl]piperidin-4-yl}ethyl)-2-methyl-4-(3,4,5-trifluorophenyl)piperazine-1-carboxamide C(#N)C=1C=C(C=CC1)CN1CCC(CC1)CCNC(=O)N1[C@@H](CN(CC1)C1=CC(=C(C(=C1)F)F)F)C